tert-Butyl 3-[6-chloro-2-(4,5,6,7-tetrahydropyrazolo[1,5-a]pyrazin-6-ylmethoxy)pyrimidin-4-yl]-3,8-diazabicyclo[3.2.1]octane-8-carboxylate ClC1=CC(=NC(=N1)OCC1NCC=2N(C1)N=CC2)N2CC1CCC(C2)N1C(=O)OC(C)(C)C